bis(2,2,6,6-tetramethyl-4-piperidyl) succinate C(CCC(=O)OC1CC(NC(C1)(C)C)(C)C)(=O)OC1CC(NC(C1)(C)C)(C)C